tert-butyl N-[3-(5-{[2-(3-{[(tert-butoxy)carbonyl] amino}propanoyl)-1,3-dioxo-2,3-dihydro-1H-inden-5-yl]oxy}-1,3-dioxo-2,3-dihydro-1H-inden-2-yl)-3-oxopropyl]carbamate C(C)(C)(C)OC(=O)NCCC(=O)C1C(C2=CC=C(C=C2C1=O)OC=1C=C2C(C(C(C2=CC1)=O)C(CCNC(OC(C)(C)C)=O)=O)=O)=O